S1N=CC2=C1C=C(C=C2)C=2C=C1C(=NC2)N(C(N1C1CCC1)=O)C(C1=CC=CC=C1)(C1=CC=CC=C1)C1=CC=CC=C1 6-(benzo[d]isothiazol-6-yl)-1-cyclobutyl-3-trityl-1,3-dihydro-2H-imidazo[4,5-b]pyridin-2-one